sulfur copper-cobalt sulfide [Co]=S.[Cu].[S]